C[Si](O[Si](C)(C=C)C=C)(C=C)C=C 1,3-dimethyltetravinyl-disiloxane